19-hydroxycholesterol acetate C(C)(=O)O[C@@H]1CC2=CC[C@H]3[C@@H]4CC[C@H]([C@@H](CCCC(C)C)C)[C@]4(CC[C@@H]3[C@]2(CC1)CO)C